O=S1(NC(C2=C1C=CC=C2)=O)=O 1,1-dioxo-1,2-benzothiazol-3-one